O(C(=S(=S)=S)SCCCCC)CCCCC diamyl xanthate disulfide